1-[4-(2-ethylphenylthio)phenyl]-octane-1-one-2-one C(C)C1=C(C=CC=C1)SC1=CC=C(C=C1)C(C(CCCCCC)=O)=O